CC=1C=CC=2N(C3=CC=C(C=C3C2C1)C)C1=CC=C(C=C1)C1=C(C(=C(C(=C1C1=CC=NC=C1)C1=CC=C(C=C1)N1C2=CC=C(C=C2C=2C=C(C=CC12)C)C)C1=CC(=NC(=C1)C1=CC=CC=C1)C1=CC=CC=C1)C1=CC=C(C=C1)N1C2=CC=C(C=C2C=2C=C(C=CC12)C)C)C#N 4,4''-bis(3,6-dimethyl-9H-carbazol-9-yl)-5'-(4-(3,6-dimethyl-9H-carbazol-9-yl)phenyl)-4'-(2,6-diphenylpyridin-4-yl)-6'-(pyridin-4-yl)-[1,1':3',1''-terphenyl]-2'-carbonitrile